ClC=1C=C(C(=NC1)C(=O)OC)N[C@H](C)C=1SC(=CC1)C(N[C@@H](CC1CCCC1)C(NC1CC1)=O)=O methyl 5-chloro-3-{[(1R)-1-(5-{[(1S)-2-cyclopentyl-1-(cyclopropylcarbamoyl)ethyl]carbamoyl}thiophen-2-yl)ethyl]amino}pyridine-2-carboxylate